C1(CC1)C1=C(C(=NO1)C1=C(C=CC=C1Cl)Cl)CO[C@H]1[C@@H]2CN([C@H](C1)C2)C2=CC=C(C(=O)NS(=O)(=O)CCC(CO)O)C=C2 4-[(1S,4S,5R)-5-{[5-cyclopropyl-3-(2,6-dichlorophenyl)-1,2-oxazol-4-yl]methoxy}-2-azabicyclo[2.2.1]heptan-2-yl]-N-(3,4-dihydroxybutanesulfonyl)benzamide